COC1=CC=CC=2C1=CC=C1C=CC3(OC21)C2CCCC3CCC2 7'-methoxyspiro[bicyclo[3.3.1]nonane-9,2'-[2H]benzo[h]chromene]